BrC=1C(=C(C=O)C(=C(C1)Cl)F)O 3-Bromo-5-chloro-6-fluoro-2-hydroxybenzaldehyde